CC1=NN2C(N(CC(C2)C)C(CCC(=O)NC2=CC=C(C=N2)C=2C=NC=C(C2)F)=O)=C1 4-(2,6-dimethyl-6,7-dihydropyrazolo[1,5-a]pyrimidin-4(5H)-yl)-N-(5'-fluoro-[3,3'-bipyridin]-6-yl)-4-oxobutanamide